C(C1=CC=CC=C1)N1CCC(CC1)CCNC(=O)C1CCNCC1 N-[2-(1-benzylpiperidin-4-yl)ethyl]piperidine-4-carboxamide